2-(4-iodo-2-(6-azaspiro[2.5]octan-6-yl)phenyl)-5-(6-methyl-2-(3,3,3-trifluoropropoxy)pyrimidin-4-yl)-1,3,4-thiadiazole IC1=CC(=C(C=C1)C=1SC(=NN1)C1=NC(=NC(=C1)C)OCCC(F)(F)F)N1CCC2(CC2)CC1